[Cl-].N1=CC=NC2=CC=CC=C12 quinoxalin chloride